2-{3-[1-(tert-butoxycarbonyl)piperidin-4-yl]-1H-pyrrolo[2,3-c]pyridin-1-yl}-5-fluorobenzoic acid C(C)(C)(C)OC(=O)N1CCC(CC1)C1=CN(C2=CN=CC=C21)C2=C(C(=O)O)C=C(C=C2)F